butyryloxy-phenanthroline platinum [Pt].C(CCC)(=O)OC1=NC2=C3N=CC=CC3=CC=C2C=C1